C(CCC)C(C(=O)OCCCO)=C 3-hydroxypropyl 2-butylacrylate